ClC=1C=NC=C(C1[C@@H](C)OC=1C=C2C(=NNC2=CC1F)C=1C=NC(=C(C#N)C1)N1CC2(CC2)C1)Cl (R)-5-(5-(1-(3,5-dichloropyridin-4-yl)ethoxy)-6-fluoro-1H-indazol-3-yl)-2-(5-azaspiro[2.3]hexan-5-yl)nicotinonitrile